BrC=1C=CC(=NC1)N1C[C@@H]2[C@H](C1)CC(C2)(C(=O)O)C (3aR,5r,6aS)-2-(5-bromopyridin-2-yl)-5-methyloctahydrocyclopenta[c]pyrrole-5-carboxylic acid